ClC1=C(C=C2C=C(N=CC2=C1)NC(=O)[C@H]1CC12CC(C2)OCC)C2CCN(CC2)[C@]2(COC[C@H]2O)C (1S)-N-(7-chloro-6-(1-((3S,4S)-4-hydroxy-3-methyltetrahydrofuran-3-yl)piperidin-4-yl)isoquinolin-3-yl)-5-ethoxyspiro[2.3]hexane-1-carboxamide